FC1S(=O)(=O)CC(C1)F 2,4-difluoro-sulfolane